6-(8-(2-chlorophenyl)-6-azaspiro[3.4]octane-6-carbonyl)pyrazin-2(1H)-one ClC1=C(C=CC=C1)C1CN(CC12CCC2)C(=O)C2=CN=CC(N2)=O